FC=1C=C(C=C(C1)F)N1N=C(C=C1)C(C(=O)OCC)C Ethyl 2-(1-(3,5-difluorophenyl)-1H-pyrazol-3-yl)propanoate